octadecane-1,7-diol C(CCCCCC(CCCCCCCCCCC)O)O